FC1=C(CN2C=NN(C2=O)C2=CC(=C(OC3=C(N=C(S3)CC(=O)O)C)C=C2)F)C(=CC=C1)F 2-(5-(4-(4-(2,6-difluorobenzyl)-5-oxo-4,5-dihydro-1H-1,2,4-triazol-1-yl)-2-fluorophenoxy)-4-methylthiazol-2-yl)acetic acid